C(C)(C)N1N=CC=C1S(=O)(=O)NC=1C=CC=C2CCN(CC12)C 1-isopropyl-N-(2-methyl-1,2,3,4-tetrahydroisoquinolin-8-yl)-1H-pyrazole-5-sulfonamide